C[C@H]1OCCCNC1 (R)-2-methyl-1,4-oxazepane